ClC1=CC=C(C=C1)C1=CC=C2C=C(NC2=C1)C(=O)O 6-(4-chlorophenyl)-1H-indole-2-carboxylic acid